2-(5-chloro-2-ethoxy-4-methylphenyl)propionitrile ClC=1C(=CC(=C(C1)C(C#N)C)OCC)C